N1=CC=CC(=C1)C(=O)OC(C)(C)C tert-Butyl pyridine-5-carboxylate